COC=1C=C(C=CC1)C1OCCC1 2-(3-methoxyphenyl)tetrahydrofuran